BrC=1SC(=CC1CO)Br 2,5-dibromo-3-thiophenmethanol